NC1=NN(C(=C1)C=1C=NCN(C1)C1CC2=CC=CC=C2C1)C 5-(3-amino-1-methyl-1H-pyrazol-5-yl)-N-(2,3-dihydro-1H-inden-2-yl)pyrimidin